C(C)(C)(C)C1N(CC1N1CCCC2=CC(=CC(=C12)C1=C2C(=NC=C1)C=C(S2)CN2C(CNCC2=O)=O)Cl)C(=O)OC2(CCC2)C2=CC=C(C=C2)F 1-(p-fluorophenyl)cyclobutan-1-ol tert-butyl-3-(6-chloro-8-(2-((2,6-dioxopiperazin-1-yl)methyl)thieno[3,2-b]pyridin-7-yl)-3,4-dihydroquinolin-1(2H)-yl)azetidine-1-carboxylate